3',6'-dihydroxy-3-oxo-3H-spiro[isobenzofuran-1,9'-xanthen] OC=1C=CC=2C3(C4=CC=C(C=C4OC2C1)O)OC(C1=CC=CC=C13)=O